4-(morpholin-4-ylmethyl)benzylamine N1(CCOCC1)CC1=CC=C(CN)C=C1